The molecule is a triterpenoid saponin that is primulagenin A attached to a tetrasaccharide residue at position 3 via a glycosidic linkage. It has been isolated from the aerial parts of Lysimachia clethroides. It has a role as a plant metabolite. It is a diol, a pentacyclic triterpenoid, a tetrasaccharide derivative and a triterpenoid saponin. It derives from a primulagenin A. It derives from a hydride of an oleanane. C[C@]12CC[C@@H](C([C@@H]1CC[C@@]3([C@@H]2CC=C4[C@]3(C[C@H]([C@@]5([C@H]4CC(CC5)(C)C)CO)O)C)C)(C)C)O[C@H]6[C@@H]([C@H]([C@H](CO6)O[C@H]7[C@@H]([C@H]([C@@H]([C@H](O7)CO)O)O)O[C@H]8[C@@H]([C@H]([C@@H](CO8)O)O)O)O)O[C@H]9[C@@H]([C@H]([C@@H]([C@H](O9)CO)O)O)O